IC=1C=CC(=C(CC2=CC=C(O[C@@H]3COCC3)C=C2)C1)Cl (S)-3-(4-(5-iodo-2-chlorobenzyl)phenoxy)tetrahydrofuran